sodium iron sodium sulfate S(=O)(=O)([O-])[O-].[Na+].[Fe+2].[Na+].S(=O)(=O)([O-])[O-]